nonane-1,3-diol C(CC(CCCCCC)O)O